N1C=C(C=C1)C=1C=C(C=CC1)[C@H](CC(=O)OCC)NC(=O)NC=1C(N(C=CC1O)C)=O ethyl (S)-3-(3-(1H-pyrrol-3-yl)phenyl)-3-(3-(4-hydroxy-1-methyl-2-oxo-1,2-dihydro pyridin-3-yl)ureido)propanoate